CC(C)C(CCCCCCCCC)C 2,3-Dimethyldodecane